ClC(OC1=CC=C(C=C1)NC(=O)C1=CN(C(C=C1)=O)C1=CC(=C(C=C1)F)F)(F)F N-[4-(Chlorodifluoromethoxy)phenyl]-1-(3,4-difluorophenyl)-6-oxo-1,6-dihydropyridine-3-carboxamide